COC=1C=C(CSC=2N=CCN2)C=C(C1)OC 2-((3,5-dimethoxybenzyl)thio)-4H-imidazole